(l)-6,7-bis(dodecyloxy)-1,4-anthraquinone C(CCCCCCCCCCC)OC=1C=C2C=C3C(C=CC(C3=CC2=CC1OCCCCCCCCCCCC)=O)=O